CC1(COCCN1C(=O)N1CC2=C(C=C(C=C2CC1)C=1C=C2C(=NC1)NC=C2C)C2NCCC2)C 3,3-dimethylmorpholino[6-(3-methyl-1H-pyrrolo[2,3-b]pyridin-5-yl)-8-[pyrrolidin-2-yl]-3,4-dihydroisoquinolin-2(1H)-yl]methanone